tert-butyl 4-(4-bromo-2-iodo-phenyl)piperazine-1-carboxylate BrC1=CC(=C(C=C1)N1CCN(CC1)C(=O)OC(C)(C)C)I